5-((6-chloro-5-(4'-((3-(2-methoxyethoxy)azetidin-1-yl)methyl)-[1,1'-biphenyl]-4-yl)-1H-imidazo[4,5-b]pyridin-2-yl)oxy)-2-methylbenzoic acid ClC=1C=C2C(=NC1C1=CC=C(C=C1)C1=CC=C(C=C1)CN1CC(C1)OCCOC)N=C(N2)OC=2C=CC(=C(C(=O)O)C2)C